(2,4,6-triisopropylphenyl)boronic acid C(C)(C)C1=C(C(=CC(=C1)C(C)C)C(C)C)B(O)O